FC1=CC=C(C=C1)C1=CC(=C(C=C1)NC(OC(C)(C)C)=O)NC(C1=CC=C(C=C1)S(=O)(=N)C=1C=NC=C(C1)F)=O tert-butyl N-[4-(4-fluorophenyl)-2-[[4-[(5-fluoro-3-pyridyl)sulfonimidoyl]benzoyl]amino]phenyl]carbamate